C12(C(=O)CC(CC1)C2(C)C)CS(=O)(=O)[O-].C2(=CC=CC=C2)[Sb+](C2=CC=CC=C2)(C2=CC=CC=C2)C2=CC=CC=C2 tetraphenyl-antimony camphorsulfonic acid salt